ethyl (1R,2S,5S,6R)-3-benzyl-2-(((tert-butyldimethylsilyl)oxy)methyl)-3-azabicyclo[3.1.0]hexane-6-carboxylate C(C1=CC=CC=C1)N1[C@@H]([C@H]2[C@@H]([C@H]2C1)C(=O)OCC)CO[Si](C)(C)C(C)(C)C